N-(4-Methylpyridin-3-yl)-3-(pyridin-3-yl)-3a,4,5,6,7,7a-hexahydro-4,7-methanobenzo[d]isoxazole-7a-carboxamide CC1=C(C=NC=C1)NC(=O)C12C(C(=NO1)C=1C=NC=CC1)C1CCC2C1